3-Amino-7-[4-[4-(4-aminocyclohexoxy)-6-chloro-2-pyridyl]piperazin-1-yl]sulfonyl-2,3,3a,4-tetrahydropyrrolo[2,1-c][1,4]benzoxazin-1-one NC1CC(N2C1COC1=C2C=CC(=C1)S(=O)(=O)N1CCN(CC1)C1=NC(=CC(=C1)OC1CCC(CC1)N)Cl)=O